tris(isopropylcyclopentadienyl)lanthanum (III) C(C)(C)C1(C=CC=C1)[La](C1(C=CC=C1)C(C)C)C1(C=CC=C1)C(C)C